BrC=1C(=C(C(=CC1)O)NC(C(C1CCC(CC1)(F)F)NC(OCC1=CC=CC=C1)=O)=O)F Benzyl (2-((3-bromo-2-fluoro-6-hydroxyphenyl)amino)-1-(4,4-difluorocyclohexyl)-2-oxoethyl)carbamate